6,7-dimethoxy-13,13-dimethyl-3H,13H-indeno[2',3':3,4]naphtho[1,2-b]pyran COC=1C(=CC=2C3=C(C4=C(OCC=C4)C2C1)C(C1=CC=CC=C13)(C)C)OC